5,6-dichloro-3-(dicyanomethylidene)indan-1-one ClC=1C=C2C(CC(C2=CC1Cl)=O)=C(C#N)C#N